FC1=C(C(=CC=C1)F)C1C(N(C=2C=NC(=NC2N1C)NC1=C(C=CC=C1)S(=O)(=O)N)C)=O ((7-(2,6-difluorophenyl)-5,8-dimethyl-6-oxo-5,6,7,8-tetrahydropteridin-2-yl)amino)benzenesulfonamide